1,4,7,10-tetraazacyclododecane-1,4,7-tri-yl-triacetic acid N1(CCN(CCN(CCNCC1)CC(=O)O)CC(=O)O)CC(=O)O